(4-amino-2-ethyl-5-methoxyphenyl)-2,7-diazaspiro[3.5]nonane-2-carboxylic acid tert-butyl ester C(C)(C)(C)OC(=O)N1C(C2(C1)CCNCC2)C2=C(C=C(C(=C2)OC)N)CC